(E)-1-(4-(1H-pyrazole-3-carbonyl)piperazin-1-yl)-3-(2,2-difluorobenzo[d][1,3]dioxol-5-yl)prop-2-en-1-one N1N=C(C=C1)C(=O)N1CCN(CC1)C(\C=C\C1=CC2=C(OC(O2)(F)F)C=C1)=O